OC=1C=C(C(=O)NC(C2=C(C=C(C(=C2)O)C(=O)O)O)=O)C=C(C1)O N-(3,5-Dihydroxybenzoyl)4-carboxy-2,5-dihydroxybenzamid